tert-butyl (1-(6-(2,3-dichlorophenyl)-2-(hydroxymethyl)-5-methylpyridin-3-yl)-4-methylpiperidin-4-yl)carbamate ClC1=C(C=CC=C1Cl)C1=C(C=C(C(=N1)CO)N1CCC(CC1)(C)NC(OC(C)(C)C)=O)C